C(#N)C=1C=C(C=CC1)N(C(C)=O)O N-(3-cyanophenyl)-N-hydroxyacetamide